N[C@H](C(=O)N)CC1C(NC2(CC(C2)(F)F)C1)=O (2S)-2-amino-3-{2,2-difluoro-6-oxo-5-azaspiro[3.4]octan-7-yl}propanamide